O=C1NN=C(C2=CC=C(C=C12)C1OCCC1)CNC(OC(C)(C)C)=O tert-butyl ((4-oxo-6-(tetrahydrofuran-2-yl)-3,4-dihydrophthalazin-1-yl)methyl)carbamate